3-(3-methoxyphenyl)prop-2-yn-1-amine COC=1C=C(C=CC1)C#CCN